[Sn].C(CCCCCCCCCCC)(=O)O lauric acid tin